1-Decyl-4-butylpiperidinium methansulfonat CS(=O)(=O)[O-].C(CCCCCCCCC)[NH+]1CCC(CC1)CCCC